1-(3-nitrophenyl)-4-phenylpiperidine [N+](=O)([O-])C=1C=C(C=CC1)N1CCC(CC1)C1=CC=CC=C1